C1(CC1)C1=CN(C2=NC=CC(=C21)OC2=C(C=C(C=C2F)[N+](=O)[O-])F)COCC[Si](C)(C)C 3-cyclopropyl-4-(2,6-difluoro-4-nitrophenoxy)-1-{[2-(trimethylsilyl)ethoxy]methyl}-1H-pyrrolo[2,3-b]pyridine